6,7-dichloro-1-methyl-4-(piperidin-4-yl)-1,4-dihydropyrido[2,3-b]pyrazine ClC=1C(=CC2=C(N(C=CN2C)C2CCNCC2)N1)Cl